OC1=CC=C(C=C1)CC(C(=O)[O-])=O 4-hydroxyphenylpyruvate